ClC(C(=O)[O-])Cl dichloro-acetat